5-(4-((7-Ethyl-6-oxo-5H-1,5-naphthyridin-3-yl)methyl)piperazin-1-yl)-6-fluoro-N-(methyl-d3)pyridine-2-carboxamide 2-Phenylphenoxyethyl-acrylate (2-Phenylphenoxyethyl-acrylate) C1(=CC=CC=C1)C1=C(OCCC(C(=O)O)=C)C=CC=C1.C1(=CC=CC=C1)C1=C(OCCOC(C=C)=O)C=CC=C1.C(C)C=1C(NC=2C=C(C=NC2C1)CN1CCN(CC1)C=1C=CC(=NC1F)C(=O)NC([2H])([2H])[2H])=O